CC1=C(OC2CCN(CC2)C(=O)OC(C)(C)C)C=CC(=C1)C(F)(F)F tert-Butyl 4-[2-methyl-4-(trifluoromethyl)phenoxy]piperidine-1-carboxylate